COC1=C(OC2=NC(=CC=C2[N+](=O)[O-])C)C=CC=C1 2-(2-methoxyphenoxy)-6-methyl-3-nitropyridine